N=1C=C(N2C1COCC2)C=2OC1=C(C=C(C=C1C(C2C)=O)C)[C@H](C)O 2-(6,8-Dihydro-5H-imidazo[2,1-c][1,4]oxazin-3-yl)-8-[(1S)-1-hydroxyethyl]-3,6-dimethyl-chromen-4-one